3-(5-amino-8-bromo-3-oxo-7-phenyl-[1,2,4]triazolo[4,3-c]pyrimidin-2(3H)-yl)propanenitrile NC1=NC(=C(C=2N1C(N(N2)CCC#N)=O)Br)C2=CC=CC=C2